tert-Butyl (2S)-2-(cyanomethyl)-4-[2-[3-[(1S,4S)-2-oxa-5-azabicyclo[2.2.1]heptan-5-yl]propoxy]-5,6,7,8-tetrahydropyrido[3,4-d]pyrimidin-4-yl]piperazine-1-carboxylate C(#N)C[C@@H]1N(CCN(C1)C=1C2=C(N=C(N1)OCCCN1[C@@H]3CO[C@H](C1)C3)CNCC2)C(=O)OC(C)(C)C